(6aR,8R,9R,10R,10aR)-10-((bis(benzyloxy)phosphoryl)oxy)-8-(1H-indol-1-yl)-2,2,4,4-tetraisopropylhexahydropyrano[3,2-f][1,3,5,2,4]trioxadisilocin-9-yl benzoate C(C1=CC=CC=C1)(=O)O[C@@H]1[C@H]([C@@H]2O[Si](O[Si](OC[C@H]2O[C@H]1N1C=CC2=CC=CC=C12)(C(C)C)C(C)C)(C(C)C)C(C)C)OP(=O)(OCC1=CC=CC=C1)OCC1=CC=CC=C1